beta-Nitrostyrene [N+](=O)([O-])C=CC1=CC=CC=C1